C[C@@H](CC)N1C=CC=C1CCCC=1C=NN(C1)C 1-[(2S)-2-butanyl]-5-[3-(1-methyl-1H-pyrazole-4-yl)propyl]-1H-pyrrole